1-(2-triethoxysilyl-1-ethyl)-4-thioacetyl-cyclohexane C(C)O[Si](CCC1CCC(CC1)C(C)=S)(OCC)OCC